N1(CCOCC1)C1CCN(CC1)C=1C=C2C3=NNC4=CC=C(OCCCNC(OCC(C1)=C2)=O)C=C34 4-[4-(morpholin-4-yl)piperidin-1-yl]-8,14-dioxa-10,19,20-triazatetracyclo[13.5.2.12,6.018,21]tricosa-1(20),2,4,6(23),15,17,21-heptaen-9-one